C(C)(C)[C@H]1N=C([C@@H](N=C1OC)CC=CC[C@@H]1N=C([C@H](N=C1OC)C(C)C)OC)OC 1,4-bis((2S,5R)-5-isopropyl-3,6-dimethoxy-2,5-dihydropyrazin-2-yl)but-2-ene